COC1=NC=C(C(=N1)OC)C1=NC=2N(C=C1)N=CN2 5-(2,4-dimethoxypyrimidin-5-yl)-[1,2,4]triazolo[1,5-a]pyrimidine